4-(6-(6,7-difluoroquinazolin-4-yl)-5,6,7,8-tetrahydro-1,6-naphthyridin-3-yl)-2,2-dimethylmorpholine FC=1C=C2C(=NC=NC2=CC1F)N1CC=2C=C(C=NC2CC1)N1CC(OCC1)(C)C